C(C)N=S(C(F)(F)F)(=O)C=1C=CC2=C(N=C(O2)C2=NC(=CC=C2S(=O)(=O)CC)C2=NC=CC=N2)C1 ethylimino-[2-(3-ethylsulfonyl-6-pyrimidin-2-yl-2-pyridyl)-1,3-benzoxazol-5-yl]-oxo-(trifluoromethyl)-λ6-sulfane